5-(difluoromethyl)-2-(4-(((3R,5R)-5-fluoro-1-methylpiperidin-3-yl)amino)-7,8-dihydro-5H-pyrano[3,4-d]pyridazin-1-yl)phenol FC(C=1C=CC(=C(C1)O)C1=C2C(=C(N=N1)N[C@H]1CN(C[C@@H](C1)F)C)COCC2)F